(R)-1-(4-chloropyridin-3-yl)-N-(4-fluorobut-2-yl)-N-methylisoquinoline-3-carboxamide ClC1=C(C=NC=C1)C1=NC(=CC2=CC=CC=C12)C(=O)N(C)[C@H](C)CCF